CC1=NC=CC=C1C=1C=C2C(=NC1)NC=C2C=2C=C1N(CCNC1=O)C2 7-(5-(2-methylpyridin-3-yl)-1H-pyrrolo[2,3-b]pyridin-3-yl)-3,4-dihydropyrrolo[1,2-a]pyrazin-1(2H)-one